COC(=O)N1CCN(CC1)C(=O)C1CN(C(O1)C(F)(F)F)C1=CC(=C(C=C1)C#N)Cl Methyl-4-(3-(3-chloro-4-cyanophenyl)-2-(trifluoromethyl)oxazolidin-5-carbonyl)piperazin-1-carboxylat